CC1(O[C@@H](CN(C1)C=1N=C(C=2N=C(N(C(C2N1)=O)C)C)C=1C=NC(=CC1)C(F)(F)F)C=1C=NN(C1)C)C (R)-6-(2,2-dimethyl-6-(1-methyl-1H-pyrazol-4-yl)morpholino)-2,3-dimethyl-8-(6-(trifluoromethyl)pyridin-3-yl)pyrimido[5,4-d]pyrimidin-4(3H)-one